7-{[4-(4,4-difluoropiperidine-1-carbonyl)phenyl](methyl)amino}-2-methyl-[1,2,4]triazolo[4,3-a]pyridin-3-one FC1(CCN(CC1)C(=O)C1=CC=C(C=C1)N(C1=CC=2N(C=C1)C(N(N2)C)=O)C)F